urea propyl-hydrazinoformate C(CC)OC(=O)NN.NC(=O)N